NC1=NC=2C=CC(=CC2C2=C1C=NN2C)C(=O)N(OC)CC2=CC=C(C=C2)F 4-amino-N-(4-fluorobenzyl)-N-methoxy-1-methyl-1H-pyrazolo[4,3-c]quinoline-8-carboxamide